dipentaerythritol hexa(3-mercapto propionate) SCCC(=O)OCC(COC(CCS)=O)(COCC(COC(CCS)=O)(COC(CCS)=O)COC(CCS)=O)COC(CCS)=O